nonyl 2,3-dihydroxybenzoate OC1=C(C(=O)OCCCCCCCCC)C=CC=C1O